3-(1-((tert-butyldimethylsilyl)oxy)-2-methylpropan-2-yl)isoxazol-5-amine [Si](C)(C)(C(C)(C)C)OCC(C)(C)C1=NOC(=C1)N